diethylene glycol monoPropyl ether C(CC)OCCOCCO